C(C)(C)(C)OC(=O)N1CC2(C1)N(C(CN(C2=O)C2=C(C=C(C=C2)F)F)=O)CC2=CC=C(C=C2)Cl 5-(4-chlorobenzyl)-8-(2,4-difluorophenyl)-6,9-dioxo-2,5,8-triazaspiro[3.5]nonane-2-carboxylic acid tert-butyl ester